C1(=CC=C(C=C1)C=1C=NC2(N1)CCN(CC2)C(=O)[O-])C 3-p-tolyl-1,4,8-triazaspiro[4.5]decane-1,3-diene-8-carboxylate